3-oxo-2,3-dihydro-1H-indazol-6-carboxylic acid O=C1NNC2=CC(=CC=C12)C(=O)O